rel-(R)-7-((5-(2-(2-(dimethyl-amino)propan-2-yl)morpholino)pyridin-2-yl)amino)-4-(8-methyl-imidazo[1,2-a]pyridin-3-yl)-2,3-dihydro-1H-pyrrolo[3,4-c]pyridin-1-one CN(C(C)(C)[C@@H]1OCCN(C1)C=1C=CC(=NC1)NC=1C2=C(C(=NC1)C1=CN=C3N1C=CC=C3C)CNC2=O)C |o1:5|